BrC=1C(=NC=C(N1)Cl)NC(=O)C1=NC(=CC=C1)OC1CC1 N-(3-bromo-5-chloropyrazin-2-yl)-6-cyclopropoxypyridinecarboxamide